methyl 4-methyl-2-(4-(trifluoromethyl)phenyl)quinazoline-7-carboxylate CC1=NC(=NC2=CC(=CC=C12)C(=O)OC)C1=CC=C(C=C1)C(F)(F)F